NC1=NC=C(C=C1O[C@H](C)C=1C=C(C=CC1)NC(=O)C1=CC=C2CCC(N(C2=C1)C)=O)Cl (R)-N-(3-(1-((2-amino-5-chloropyridin-3-yl)oxy)ethyl)phenyl)-1-methyl-2-oxo-1,2,3,4-tetrahydroquinoline-7-carboxamide